The molecule is an alpha-diketone that is 1-phenyl-1,2-propanedione substituted by two methoxy groups at position 3. It has a role as a metabolite. It is an alpha-diketone, an aromatic ketone and an ether. COC(C(=O)C(=O)C1=CC=CC=C1)OC